(R)-N-(2-chloro-4-(3-((5-chloro-4-methoxypyrimidin-2-yl)amino)pyrrolidine-1-carbonyl)phenyl)acrylamide ClC1=C(C=CC(=C1)C(=O)N1C[C@@H](CC1)NC1=NC=C(C(=N1)OC)Cl)NC(C=C)=O